7-chloro-8-fluoro-5-methoxy-2-(methyl-thio)pyrido[4,3-d]pyrimidin-4-amine ClC1=C(C=2N=C(N=C(C2C(=N1)OC)N)SC)F